FC(=C(Cl)OC(F)(F)F)Cl 2-fluoro-1,2-dichloro-trifluoromethoxy-ethylene